O[C@H](C(=O)O)CC(C)C (S)-2-hydroxyl-4-Methylvaleric acid